N1C=C(C2=CC=CC=C12)C[C@@H](C)NC(=O)C1CC(C1)(F)F (R)-N-(1-(1H-indol-3-yl)propan-2-yl)-3,3-difluorocyclobutane-1-carboxamide